tert-butyl N-[2-[3-[5-[[3-[2,5-bis(difluoromethoxy) phenyl]-4-(pyrazolo[1,5-a]pyrimidine-3-carbonylamino)pyrazol-1-yl]methyl]tetrazol-2-yl]azetidin-1-yl]ethyl]-N-methyl-carbamate FC(OC1=C(C=C(C=C1)OC(F)F)C1=NN(C=C1NC(=O)C=1C=NN2C1N=CC=C2)CC=2N=NN(N2)C2CN(C2)CCN(C(OC(C)(C)C)=O)C)F